(trimethylsilyl) [3-(trimethoxysilyl)propyl] sulfide CO[Si](CCCS[Si](C)(C)C)(OC)OC